C(C)(C)(C)NC(O[C@H]1C[C@H](CC1)C1=CC(=NN1)NC(COC1=C(C(=CC(=C1)OC)O)/C=N/C(C)C)=O)=O (1R,3S)-3-(3-(2-(3-hydroxy-2-((E)-(isopropylimino)methyl)-5-methoxyphenoxy)acetamido)-1H-pyrazol-5-yl)cyclopentyl tert-butylcarbamate